N[C@@H]1[C@@H](OCC12CCN(CC2)C=2C(=NC(=C(N2)C)C2=C(C(=CC=C2)Cl)Cl)CO)C [3-[(3S,4S)-4-amino-3-methyl-2-oxa-8-azaspiro[4.5]decan-8-yl]-6-(2,3-dichlorophenyl)-5-methylpyrazin-2-yl]methanol